(±)-trans-N-(8-chloro-6-(4-methylisothiazol-5-yl)isoquinolin-3-yl)-2-cyanocyclopropanecarboxamide ClC=1C=C(C=C2C=C(N=CC12)NC(=O)[C@H]1[C@@H](C1)C#N)C1=C(C=NS1)C |r|